C(#N)C1=C(C=CC=C1OC)NC(OCC)=O Ethyl (2-cyano-3-methoxyphenyl)carbamate